2-(aminomethyl)-N,N-bis(4-methoxybenzyl)-6-methyl-1H-pyrrolo[3,2-b]pyridin-5-amine NCC1=CC2=NC(=C(C=C2N1)C)N(CC1=CC=C(C=C1)OC)CC1=CC=C(C=C1)OC